C1=CC2=C(C(=C1)Cl)SC=C2CO[C@@H](CN3C=CN=C3)C4=C(C=C(C=C4)Cl)Cl.[N+](=O)(O)[O-] The molecule is an organic nitrate salt obtained by reaction of equimolar amounts of arasertaconazole and nitric acid. The active R-enantiomer of sertaconazole nitrate that is used for treatment of vulvovaginal candidiasis. The racemate itself is also used as a broad-spectrum antifungal drug. It is an organic nitrate salt, a conazole antifungal drug and an imidazole antifungal drug. It contains an arasertaconazole(1+). It is an enantiomer of a (S)-sertaconazole nitrate.